NC1=C(C=C(C=N1)C=1C=C2N(N1)CC[C@]21CN(CC1)C(=O)NCC)C1=C(C=CC=C1)OC |r| (rac)-2'-[6-amino-5-(2-methoxyphenyl)pyridin-3-yl]-N-ethyl-5',6'-dihydrospiro[pyrrolidine-3,4'-pyrrolo[1,2-b]pyrazole]-1-carboxamide